OC1=CC=2C3=C(NC2C=C1)C(CC3)CC(=O)O 7-hydroxy-1,2,3,4-tetrahydrocyclopenta[B]indole-3-acetic acid